3-(5-chloro-6-(methylsulfonamido)pyrazin-2-yl)-N-(4-phenethoxyphenyl)-benzamide ClC=1N=CC(=NC1NS(=O)(=O)C)C=1C=C(C(=O)NC2=CC=C(C=C2)OCCC2=CC=CC=C2)C=CC1